N-methoxy-N-methyl-1H-benzimidazole-2-carboxamide CON(C(=O)C1=NC2=C(N1)C=CC=C2)C